BrC1=CC2=C(C=3N=C(C(=NC13)C)C)C=C(N=C2)Cl 5-bromo-9-chloro-2,3-dimethylpyrido[4,3-f]quinoxaline